OC1(C(C2=CC=CC=C2CC1)=O)C(=O)O 2-hydroxy-1-tetralone-2-carboxylic acid